(S)-4-(6-(5-amino-6-methoxypyridin-3-yl)quinoline-4-yl)-3-methylpiperazine-1-carboxylic acid tert-butyl ester C(C)(C)(C)OC(=O)N1C[C@@H](N(CC1)C1=CC=NC2=CC=C(C=C12)C=1C=NC(=C(C1)N)OC)C